N1CCS(CC1)C(=O)[O-] thiomorpholine-1-carboxylate